BrC=1C=C(C=CC1)CCC(=O)O 2-(3-bromophenyl)-1-carboxyethane